ClC1=NN(C=C1)CC=1C(=NN(C1)CC1CC1)C 3-chloro-1-((1-(cyclopropylmethyl)-3-methyl-1H-pyrazol-4-yl)methyl)-1H-pyrazol